N[C@@H](CC1C=C(O)C(O)=CC=1[18F])C(=O)O 18F-dopa